tert-Butyl (S)-5-amino-4-(5-(((1R,2R,3R)-rel-2-((tertbutoxycarbonyl)amino)-3-fluorocyclohexyl)methyl)-1-oxoisoindolin-2-yl)-5-oxopentanoate NC([C@H](CCC(=O)OC(C)(C)C)N1C(C2=CC=C(C=C2C1)C[C@@H]1[C@H]([C@@H](CCC1)F)NC(=O)OC(C)(C)C)=O)=O |o1:22,23,24|